(S)-2-amino-5-(4-(2-(3,5-difluorophenyl)-2-hydroxyacetamido)-2-methylphenyl)-N-(tetrahydro-2H-pyran-4-yl)nicotinamide NC1=C(C(=O)NC2CCOCC2)C=C(C=N1)C1=C(C=C(C=C1)NC([C@@H](O)C1=CC(=CC(=C1)F)F)=O)C